ClC=1C=C2C3=C(NC2=CC1)C(NCC3)CCl 6-Chloro-1-(chloromethyl)-2,3,4,9-tetrahydro-1H-pyrido[3,4-b]indole